N(=[N+]=[N-])C(COCCOCCOCCOCCN1C(C=CC1=O)=O)CCCC 1-(14-azido-3,6,9,12-tetraoxaoctadecyl)-1H-pyrrole-2,5-dione